5-[(3S)-5-fluoro-7-hydroxy-3-{[2-(2,6,6-trimethylcyclohex-1-en-1-yl)ethyl]amino}-3,4-dihydro-2H-1-benzothiopyran-6-yl]-1λ6,2,5-thiadiazolidine-1,1,3-trione FC1=C(C(=CC2=C1C[C@@H](CS2)NCCC2=C(CCCC2(C)C)C)O)N2CC(NS2(=O)=O)=O